N-((6S,7S)-6-((2-fluoro-[1,1'-biphenyl]-3-yl)methyl)-5-((R)-oxetane-2-carbonyl)-5-azaspiro[2.4]heptan-7-yl)cyclopropanesulfonamide FC1=C(C=CC=C1C[C@@H]1N(CC2(CC2)[C@@H]1NS(=O)(=O)C1CC1)C(=O)[C@@H]1OCC1)C1=CC=CC=C1